[N+](=O)([O-])C1=NNC(=C1C)C 3-nitro-4,5-dimethylpyrazole